ClC1=NC(=NC(=N1)Cl)NC1=CC(=NN1)C1CC1 4,6-dichloro-N-(3-cyclopropyl-1H-pyrazol-5-yl)-1,3,5-triazin-2-amine